(R)-N-(2-sulfamoylpyridin-4-yl)-5-(trifluoromethyl)-2-(2-(trifluoromethyl)-1,4-oxazepan-4-yl)nicotinamide S(N)(=O)(=O)C1=NC=CC(=C1)NC(C1=C(N=CC(=C1)C(F)(F)F)N1C[C@@H](OCCC1)C(F)(F)F)=O